(E)-4-bromo-1-methyl-N'-(1-(naphthalen-2-yl)ethylidene)-1H-pyrazole-3-carbohydrazide BrC=1C(=NN(C1)C)C(=O)N/N=C(\C)/C1=CC2=CC=CC=C2C=C1